8-bromo-3,4-dihydro-2H-pyrido[4,3-b][1,4]oxazin-7-amine BrC1=C(N=CC2=C1OCCN2)N